2-(1-ethylpiperidin-4-yl)-N-((1R,2S)-2-hydroxy-2,3-dihydro-1H-inden-1-yl)benzo[d]thiazole-6-carboxamide C(C)N1CCC(CC1)C=1SC2=C(N1)C=CC(=C2)C(=O)N[C@H]2[C@H](CC1=CC=CC=C21)O